3-(2-fluoro-4-nitrophenyl)imidazo[1,5-a]Pyrazine FC1=C(C=CC(=C1)[N+](=O)[O-])C1=NC=C2N1C=CN=C2